C(C)(C)(C)OC(=O)N/C(/N1[C@@H](CCC1)C1=NC(=NO1)C1=CC2=CC=C(C=C2C=C1)OCCCCCC)=N/C(OC(C)(C)C)=O Tert-butyl (S,Z)-(((tert-butoxycarbonyl)amino)(2-(3-(6-(hexyloxy)naphthalen-2-yl)-1,2,4-oxadiazol-5-yl)pyrrolidin-1-yl)methylene)carbamate